benzyl 3-{1-[(tert-butoxycarbonyl)amino]-2-methyl-3-oxopropan-2-yl}azetidine-1-carboxylate C(C)(C)(C)OC(=O)NCC(C=O)(C)C1CN(C1)C(=O)OCC1=CC=CC=C1